4-(5-(3,5-dichlorophenyl)-5-(trifluoromethyl)-4,5-dihydroisoxazol-3-yl)-N'-(2-fluoro-4-methylbenzoyl)-2-methylbenzoyl-hydrazine ClC=1C=C(C=C(C1)Cl)C1(CC(=NO1)C1=CC(=C(C(=O)NNC(C2=C(C=C(C=C2)C)F)=O)C=C1)C)C(F)(F)F